2-(pyridin-3-yl)indolizine-7-carboxylic acid N1=CC(=CC=C1)C=1C=C2C=C(C=CN2C1)C(=O)O